NC[C@@]1([C@@H]2CCN(C[C@H]12)C1=CN=C2C(=N1)NN=C2C2=C1C=CC=NC1=C(C=C2)CO)C2=C(C=CC=C2)F (5-(6-((1S,6R,7R)-7-(aminomethyl)-7-(2-fluorophenyl)-3-azabicyclo[4.1.0]heptan-3-yl)-1H-pyrazolo[3,4-b]pyrazin-3-yl)quinolin-8-yl)methanol